arachidonyl trifluoromethyl ketone FC(F)(F)C(=O)CCCC\C=C/C\C=C/C\C=C/C\C=C/CCCCC